N,N'-bis(naphthalen-1-yl)-N,N'-dimethyl-benzidine C1(=CC=CC2=CC=CC=C12)N(C1=CC=C(C=C1)C1=CC=C(N(C)C2=CC=CC3=CC=CC=C23)C=C1)C